3-Acetyl-5-[1-(2-methoxyphenyl)pyrazol-4-yl]-2,6-dimethyl-7H-thieno[3,2-b]pyran-7-one C(C)(=O)C1=C(SC2=C1OC(=C(C2=O)C)C=2C=NN(C2)C2=C(C=CC=C2)OC)C